C1=CC(=CC=C1NN)Cl The molecule is phenylhydrazine substituted at the para position by a chloro group. It is a member of phenylhydrazines and a member of monochlorobenzenes.